BrC=1C=C2C(N(C(=NC2=CC1)[C@@H](CCC)N1CCN(C[C@@H](C1)C)C)CC)=O 6-bromo-2-((R)-1-((S)-4,6-dimethyl-1,4-diazepan-1-yl)butyl)-3-ethylquinazolin-4(3H)-one